(S)-2-(2-cyanoacetyl)piperidine-1-carboxylic acid tert-butyl ester C(C)(C)(C)OC(=O)N1[C@@H](CCCC1)C(CC#N)=O